3,3-DIMETHYLHEXANOIC ACID CC(CC(=O)O)(CCC)C